C(C)(=O)C=1C=CC(=C(C(=O)NC(C)C2=CC=CC3=CC=CC=C23)C1)C 5-Acetyl-2-methyl-N-(1-(naphthalen-1-yl)ethyl)benzamide